C(CCCCC)(=O)OC=1C(=NN(C(C1C1=C(SC2=C1C=CC(=C2)F)C2=C(C=C(C=C2)F)OCC)=O)C)C [5-[2-(2-ethoxy-4-fluoro-phenyl)-6-fluoro-benzothiophen-3-yl]-1,3-dimethyl-6-oxo-pyridazin-4-yl] hexanoate